N-4-bromophenyl-barbituric acid BrC1=CC=C(C=C1)N1C(=O)NC(=O)CC1=O